CN(C1=CC=C(C=CC=2OC3=C(N2)C=CC=C3)C=C1)C 2-(p-dimethylaminostyryl)benzoOxazole